oxo-2-bromo-5-methyl-4-nitropyridine O=C1C(N=CC(=C1[N+](=O)[O-])C)Br